ClC=1C=CC(=C(C1)C1=CC(N(C=C1OC)C(C(=O)O)F)=O)N1N=NC(=C1)Cl 2-(4-(5-chloro-2-(4-chloro-1H-1,2,3-triazol-1-yl)phenyl)-5-methoxy-2-oxopyridin-1(2H)-yl)-2-fluoroacetic acid